di-(butyl)methylammonium C(CCC)[NH+](C)CCCC